[C@H]1([C@@H](C1)C(=O)OCOP(=O)(OC(C)(C)C)OC(C)(C)C)C(=O)OCC1=CC=CC=C1 1-benzyl 2-(((di-tert-butoxyphosphoryl)oxy)methyl) (1S,2R)-cyclopropane-1,2-dicarboxylate